C(C)[C@@H]1CC[C@@H](CN1)NC1=NC=C(C(=N1)C1=CN(C2=CC=CC=C12)S(=O)(=O)C1=CC=CC=C1)C(F)(F)F N-((3S,6R)-6-ethylpiperidin-3-yl)-4-(1-(phenylsulfonyl)-1H-indol-3-yl)-5-(trifluoromethyl)pyrimidin-2-amine